1-(4-(Azidomethyl)phenyl)ethan-1-ol N(=[N+]=[N-])CC1=CC=C(C=C1)C(C)O